NC1=NC=2CN(CCC2C2=C1N=C(N2CC(CO)(C)CO)COCC)C(=O)OCC2=CC(=CC=C2)CN 3-(aminomethyl)benzyl 4-amino-2-(ethoxymethyl)-1-(3-hydroxy-2-(hydroxymethyl)-2-methylpropyl)-1,6,8,9-tetrahydro-7H-imidazo[4,5-c][1,7]naphthyridine-7-carboxylate